4,4'-bis(methyldimethoxysilyl)biphenyl C[Si](C1=CC=C(C=C1)C1=CC=C(C=C1)[Si](OC)(OC)C)(OC)OC